FC=1C=C(CNC(=O)C2=C3NC(=NC3=NC=N2)C2CC3(CC3)C2)C=C(C1)C=1C=NN(C1)C1=CC=C(C=C1)F N-(3-fluoro-5-(1-(4-fluorophenyl)-1H-pyrazol-4-yl)benzyl)-8-(spiro[2.3]hex-5-yl)-7H-purine-6-carboxamide